C(#C)C1(CN(CC1)C(=O)OC(C)(C)C)C tert-butyl 3-ethynyl-3-methylpyrrolidine-1-carboxylate